F[C@H]1CN(CC[C@H]1NC1=CC=CC=2N1N=C(C2CC(F)(F)F)C#CCNC(=O)C2(CC2)C)C N-[3-(7-{[(3S,4R)-3-fluoro-1-methylpiperidin-4-yl]amino}-3-(2,2,2-trifluoroethyl)pyrazolo[1,5-a]pyridin-2-yl)prop-2-yn-1-yl]-1-methylcyclopropane-1-carboxamide